F[C@@H]1C[C@@]2(CCCN2C1)COC1=NC2=CC=CC(=C2C(=N1)N)OC 2-(((2R,7aS)-2-fluorotetrahydro-1H-pyrrolizin-7a(5H)-yl)methoxy)-5-methoxyquinazolin-4-amine